C1(CCCCC1)CCC1=CC=2C(=NC=CC2C=2C=C3C(=NNC3=CC2)N)N1 5-(2-(2-Cyclohexylethyl)-1H-pyrrolo[2,3-b]pyridin-4-yl)-1H-indazol-3-amine